3-(N-(2-(4-ethoxypiperidin-1-yl)-5-(trifluoromethyl)phenyl)sulfamoyl)-4-methoxybenzoic acid C(C)OC1CCN(CC1)C1=C(C=C(C=C1)C(F)(F)F)NS(=O)(=O)C=1C=C(C(=O)O)C=CC1OC